(4aR,8aS)-6-[4-[[2,4-bis(trifluoromethyl)phenyl]methyl]piperidine-1-carbonyl]-4,4a,5,7,8,8a-hexahydropyrido[4,3-b][1,4]oxazin-3-one FC(C1=C(C=CC(=C1)C(F)(F)F)CC1CCN(CC1)C(=O)N1C[C@@H]2[C@@H](OCC(N2)=O)CC1)(F)F